C(=O)(O)N1C(COCC1)CC(CN1C(=NC=C1[N+](=O)[O-])C)O 1-[3-(4-carboxymorpholinyl)-2-hydroxypropyl]-2-methyl-5-nitro-1H-imidazole